1-ethyl-6-(trifluoromethyl)piperidin-3-amine C(C)N1CC(CCC1C(F)(F)F)N